N-[5-[(4-chlorophenyl)methoxy]-1,3,4-thiadiazol-2-yl]-6-cyano-4-[4-oxa-7-azaspiro[2.5]octan-7-yl]pyridine-3-carboxamide ClC1=CC=C(C=C1)COC1=NN=C(S1)NC(=O)C=1C=NC(=CC1N1CCOC2(CC2)C1)C#N